7-methyl-5,9-dioxa-2-azaspiro[3.5]nonane CC1COC2(CNC2)OC1